C(C)C1=CC(=C(C(N1C1=CC=CC=C1)=O)C#N)OC 6-Ethyl-4-methoxy-2-oxo-1-phenyl-1,2-dihydropyridine-3-carbonitrile